FC(C)(F)C1=CC(=NO1)C12CCC(CC1)(CC2)CN(C(OC(C(F)(F)F)(C)C)=O)C=2C=C(C=CC2)C2=CC=C(C=C2)OC(C)C 1,1,1-trifluoro-2-methylpropan-2-yl ((4-(5-(1,1-difluoroethyl)isoxazol-3-yl) bicyclo[2.2.2]octan-1-yl)methyl)(4'-isopropoxy-[1,1'-biphenyl]-3-yl)carbamate